NCC=1C=C(C=CC1)N1N=C(C=C1C(=O)NC1=C(C=CC(=C1)C(C1=CC=CC=C1)NCC1CC1)F)C#N (-)-1-(3-(aminomethyl)phenyl)-3-cyano-N-(5-((cyclopropylmethylamino)(phenyl)methyl)-2-fluorophenyl)-1H-pyrazole-5-carboxamide